2-((((4-((4-(2,3-bis(tert-butoxycarbonyl)guanidino)benzoyl)oxy)benzyl)oxy)carbonyl)(3-(tert-butoxycarbonyl)benzyl)amino)acetic acid C(C)(C)(C)OC(=O)N=C(NC1=CC=C(C(=O)OC2=CC=C(COC(=O)N(CC(=O)O)CC3=CC(=CC=C3)C(=O)OC(C)(C)C)C=C2)C=C1)NC(=O)OC(C)(C)C